(3-bromo-4-methylphenyl)-1-fluoropropan-2-ol BrC=1C=C(C=CC1C)C(C(C)O)F